ClC=1C(=NC(=NC1)NC1CCOCC1)C=1C=C2C(N(C(C2=CC1)CCO)CC(=O)N(CCC1=CC=CC=C1)C)=O 2-(5-{5-chloro-2-[(oxan-4-yl)amino]pyrimidin-4-yl}-1-(2-hydroxyethyl)-3-oxo-2,3-dihydro-1H-isoindol-2-yl)-N-methyl-N-(2-phenylethyl)acetamide